C(C)OC(=O)C=1C=NN(C1C(F)(F)F)C1=NC(=C(C=C1)F)NC ethyl-(5-fluoro-6-(methylamino)pyridin-2-yl)-5-(trifluoromethyl)-1H-pyrazole-4-carboxylate